4-(7-methyl-5-(8-methyl-[1,2,4]triazolo[1,5-a]pyridin-6-yl)-2-oxo-2,3-dihydro-1H-benzo[d]imidazol-1-yl)piperidine-1-carboxylic acid tert-butyl ester C(C)(C)(C)OC(=O)N1CCC(CC1)N1C(NC2=C1C(=CC(=C2)C=2C=C(C=1N(C2)N=CN1)C)C)=O